Cl[C@@H]1C=C(N)C=C(C1=S(=O)=O)C(F)(F)F 3-chloro-4R-sulfonyl-5-trifluoromethyl-aniline